ethyl (E)-5,5-dimethyl-2-[p-(phenoxymethyl)benzoylamino]-3-hexenoate CC(/C=C/C(C(=O)OCC)NC(C1=CC=C(C=C1)COC1=CC=CC=C1)=O)(C)C